Benzyl-(1-(6-amino-2-chloro-9H-purin-9-yl)-2,2,2-trichloroethyl)-carbamate C(C1=CC=CC=C1)OC(NC(C(Cl)(Cl)Cl)N1C2=NC(=NC(=C2N=C1)N)Cl)=O